(S)-3-(benzo[d][1,3]dioxol-4-yloxy)-3-(5-bromothiophen-2-yl)-N-propylpropan-1-amine O1COC2=C1C=CC=C2O[C@@H](CCNCCC)C=2SC(=CC2)Br